3-{4-[trans-4-amino-3-methoxypiperidin-1-yl]-3-(3,5-difluorophenyl)quinolin-6-yl}-4,5-difluoro-2-hydroxybenzonitrile N[C@H]1[C@@H](CN(CC1)C1=C(C=NC2=CC=C(C=C12)C=1C(=C(C#N)C=C(C1F)F)O)C1=CC(=CC(=C1)F)F)OC